N-aminovaline NN[C@@H](C(C)C)C(=O)O